3-[3-methyl-2-oxo-5-[3-[[4-(4-piperidylmethyl)-1-piperidyl]methyl]azetidin-1-yl]benzimidazol-1-yl]piperidine-2,6-dione CN1C(N(C2=C1C=C(C=C2)N2CC(C2)CN2CCC(CC2)CC2CCNCC2)C2C(NC(CC2)=O)=O)=O